(4-amino-3-methoxy-1H-pyrazol-1-yl)-2-methylpropan-2-ol NC=1C(=NN(C1)CC(C)(O)C)OC